BrC1=CC=C(C=C1)C(=O)C1=CC=C(C=C1)OCCOCCOC (4-bromophenyl)[4-[2-(2-methoxyethoxy)ethoxy]phenyl]methanone